4-(2-(1-(2-(methylthio)propanoyl)piperidin-2-yl)-1H-imidazol-5-yl)benzaldehyde CSC(C(=O)N1C(CCCC1)C=1NC(=CN1)C1=CC=C(C=O)C=C1)C